ClC1=CC=C(C=C1)C=1N=CN(C1C1=CC=NC=C1)CC(=O)NC1CN(CC1(F)F)C 2-[4-(4-chlorophenyl)-5-(pyridin-4-yl)-1H-imidazol-1-yl]-N-(4,4-difluoro-1-methylpyrrolidin-3-yl)acetamide